(S)-N-(5-chloro-2-methoxyphenyl)-3-(3-fluoro-4-methylphenyl)-3-(thiazol-2-yl)pyrrolidine-1-carboxamide ClC=1C=CC(=C(C1)NC(=O)N1C[C@@](CC1)(C=1SC=CN1)C1=CC(=C(C=C1)C)F)OC